N-((4-(1,2-dihydroxyethyl)-1-(3-(trifluoromethoxy)phenyl)-1H-pyrazolo[3,4-b]pyridin-3-yl)methyl)acrylamide OC(CO)C1=C2C(=NC=C1)N(N=C2CNC(C=C)=O)C2=CC(=CC=C2)OC(F)(F)F